C(C)(=O)OCOP(=O)(C)OC1=C(C(=CC(=C1)CCCCC)O)C1=C(C=CC(=C1)C)C(=C)C ((((6-hydroxy-5'-methyl-4-pentyl-2'-(prop-1-en-2-yl)-[1,1'-biphenyl]-2-yl)oxy)(methyl)phosphoryl)oxy)methyl acetate